CN1CCN(CC1)C1=CC=C(C=C1)NC1=NC2=C(C=CC(=C2C=N1)NC(O)=O)C=1C=NC=CC1C.C(C1=CC=CC=C1)C1C(C)O1 benzyl-epoxypropane (2-((4-(4-methylpiperazin-1-yl)phenyl)amino)-8-(4-methylpyridin-3-yl)quinazolin-5-yl)carbamate